COC(=O)N[C@H](C(=O)N[C@@H](CC1=CC=C(C=C1)NS([O-])(=O)=O)C=1N=C(SC1)C=1SC=CC1)CC1=CC=CC=C1.[NH4+] ammonium (4-{(S)-2-[(S)-2-(methoxycarbonylamino)-3-phenylpropanamido]-2-(2-(thiophen-2-yl)thiazol-4-yl)ethyl}phenyl)sulfamate